Bis(2-methoxy-5-(phenylethynyl)phenyl) carbonate C(OC1=C(C=CC(=C1)C#CC1=CC=CC=C1)OC)(OC1=C(C=CC(=C1)C#CC1=CC=CC=C1)OC)=O